7-((((3aS,4R,6aR)-4-(4-amino-7H-pyrrolo[2,3-d]pyrimidin-7-yl)-2,2-dimethyl-3a,6a-dihydro-4H-cyclopenta[d][1,3]dioxol-6-yl)methyl)thio)-3-chloro-N,N-bis(4-methoxybenzyl)quinolin-2-amine NC=1C2=C(N=CN1)N(C=C2)[C@@H]2C=C([C@H]1OC(O[C@H]12)(C)C)CSC1=CC=C2C=C(C(=NC2=C1)N(CC1=CC=C(C=C1)OC)CC1=CC=C(C=C1)OC)Cl